4-[6-(methylsulfonylmethyl)-1H-indol-3-yl]-N-[(3S)-3-piperidyl]-5-(trifluoromethyl)pyrimidin-2-amine CS(=O)(=O)CC1=CC=C2C(=CNC2=C1)C1=NC(=NC=C1C(F)(F)F)N[C@@H]1CNCCC1